COC1=CC=C2C(=N1)C1=C(C(=NC=C1)C1=CC=NC3=NC=CN=C31)N2 2-methoxy-6-(pyrido[2,3-b]pyrazin-8-yl)-5H-pyrrolo[3,2-b:5,4-c']dipyridine